(2-furyl)-5-[4-(2-hydroxyethyl)piperazin-1-yl]pyrazolo[1,5-a]pyrimidine-3-carbonitrile O1C(=CC=C1)C1=NN2C(N=C(C=C2)N2CCN(CC2)CCO)=C1C#N